C(C)N(C1=CC=C(C=C1)NCC1CCC(CC1)NC(OC(C)(C)C)=O)CCCOC tert-butyl ((1r,4r)-4-(((4-(ethyl (3-methoxypropyl)amino)phenyl)amino)methyl)cyclohexyl)carbamate